[C].COC([C@@H](NC([C@@H](NC(=O)OC(C)(C)C)CC1=CC=CC=C1)=O)CSC#CC1=CC=CC=C1)=O N-((tert-butoxycarbonyl)-L-phenylalanyl)-S-(phenylethynyl)-L-cysteine methyl ester carbon